C(C=C)N1S(CCC2=C1C(=CC(=C2)Cl)[N+](=O)[O-])(=O)=O 1-allyl-6-chloro-8-nitro-3,4-dihydro-1H-benzo[c][1,2]thiazine 2,2-dioxide